N-(1,1-dimethyl-3-oxabutyl)acrylamide CC(COC)(C)NC(C=C)=O